NC1=C(C=CC(=C1)N)CCOC(/C=C/C1=CC=C(C=C1)OC(C1=CC=C(C=C1)OCCCC(F)(F)F)=O)=O [4-[(E)-3-[2-(2,4-diaminophenyl)ethoxy]-3-oxo-prop-1-enyl]phenyl]4-(4,4,4-trifluorobutoxy)benzoate